[Sn].[Cu].[Au] gold copper tin